2-(2-Chlorophenyl)oxazole-5-carbaldehyde ClC1=C(C=CC=C1)C=1OC(=CN1)C=O